ClC1=C2C(=NC=C1C(=O)O)N(C=C2)CCN(C)C 4-Chloro-1-(2-(dimethylamino)ethyl)-1H-pyrrolo[2,3-b]pyridine-5-carboxylic acid